CC(CN1N=CC(=C1)C=1C=CC(=NC1C1=CC=C2C=CC=NC2=C1)C#N)C 5-[1-(2-Methylpropyl)-1H-pyrazol-4-yl]-6-chinolin-7-ylpyridin-2-carbonitril